2'-(4-chloro-1H-indole-2-carbonyl)-9'-methyl-1',2',3',4'-tetrahydro-7'H-spiro[cyclopropane-1,8'-pyrido[4',3':3,4]pyrazolo[1,5-a]pyrazin]-10'(9'H)-one ClC1=C2C=C(NC2=CC=C1)C(=O)N1CC=2C(=NN3C2C(N(C2(C3)CC2)C)=O)CC1